COC(N(CC=1C(=C(C(=CC1CCCCC)O)C1=C(C=CC(=C1)C)C(=C)C)O)C1CC1)=O.O1CC(C1)N1CCC2(CC1)C(NC1=CC(=CC=C12)C=1C=CC=C(C(=O)N)C1)=O 5-(1'-(oxetan-3-yl)-2-oxospiro[indolin-3,4'-piperidin]-6-yl)benzamide methyl-cyclopropyl((2,6-dihydroxy-5'-methyl-4-pentyl-2'-(prop-1-en-2-yl)-[1,1'-biphenyl]-3-yl)methyl)carbamate